CNC=1N=CC=2C#CC3=NC=CC(OC[C@@H](OC=4C=CC=C(NC=5N=CC1C2C5)N4)C)=C3 (9S)-N,9-dimethyl-8,11-dioxa-2,15,21,25,29-pentaazapentacyclo[17.6.2.1^{3,7}.1^{12,16}.0^{23,27}]nonacosa-1(26),3,5,7(29),12(28),13,15,19(27),20,22,24-undecaen-17-yn-22-amine